Benzyl ((15S,18S)-15,18-dibenzyl-2,2-dimethyl-4,13,16,19-tetraoxo-3-oxa-5,14,17,20-tetraazadocosan-22-yl)carbamate C(C1=CC=CC=C1)[C@H](NC(CCCCCCCNC(OC(C)(C)C)=O)=O)C(N[C@H](C(NCCNC(OCC1=CC=CC=C1)=O)=O)CC1=CC=CC=C1)=O